C=C1COS(OC1)=O 5-Methylene-1,3,2-dioxathiane 2-oxide